O=C1NC(CCC1N1C(C2=CC=CC(=C2C1=O)NCCN1CCC2(CCN(CC2)C(=O)OC(C)(C)C)CC1)=O)=O tert-Butyl 9-(2-((2-(2,6-dioxopiperidin-3-yl)-1,3-dioxoisoindolin-4-yl) amino) ethyl)-3,9-diazaspiro[5.5]undecan-3-carboxylate